C(C)(C)(C)OC(N(C1CC1)C[C@@H]1CN(CCO1)C=1C=NC(=CC1)N)=O (S)-((4-(6-aminopyridin-3-yl)morpholin-2-yl)methyl)(cyclopropyl)carbamic acid tert-butyl ester